3-(5-{4-[(Dimethylamino)methyl]pyridin-2-yl}-1-oxo-2,3-dihydro-1H-isoindol-2-yl)piperidine-2,6-dione CN(C)CC1=CC(=NC=C1)C=1C=C2CN(C(C2=CC1)=O)C1C(NC(CC1)=O)=O